[4-(3-aminophenyl)-1-(thiophen-3-yl)-1H-pyrrol-2-yl](3,4,5-trimethoxyphenyl)methanone indium TiN zinc [Zn].[Sn].[In].NC=1C=C(C=CC1)C=1C=C(N(C1)C1=CSC=C1)C(=O)C1=CC(=C(C(=C1)OC)OC)OC